C(C1=CC=CC=C1)(=O)O.CC1=C(C(=O)C=2C=C3C=4C=C(C=CC4N(C3=CC2)CC)C(CCC2CCCC2)=NO)C=CC=C1 1-[6-(2-methylbenzoyl)-9-ethylcarbazol-3-yl]-3-cyclopentyl-propane-1-one-oxime benzoate